C(#N)C1=CNC2=C1N=CN=C2NCC2=CC=C(C=C2)B(O)O 4-[([7-cyano-5H-pyrrolo[3,2-d]pyrimidin-4-yl]amino)methyl]phenylboronic acid